CC(C(C)C=1C=C(C=C(C1)O)O)(CCCCC)C 5-(3,3-Dimethyloctan-2-yl)benzene-1,3-diol